8-bromo-4-chloro-2-(trifluoromethyl)quinoline tert-Butyl-3-Methyl-4-(4-Methoxyphenyl)-6-methyl-5,6-dihydropyridine-1,3(2H)-dicarboxylate C(C)(C)(C)OC(=O)N1CC(C(CC1C)C1=CC=C(C=C1)OC)(C(=O)O)C.BrC=1C=CC=C2C(=CC(=NC12)C(F)(F)F)Cl